C=CCC(C=CC)OC1=CC=C(C=C1)CCC(C)=O 4-(4-(hepta-1,5-dien-4-yloxy)phenyl)butan-2-one